FC(C(C(C(C(=O)O)(F)F)(F)F)(F)F)(F)F Nonafluorovaleric acid